tert-butyl 3-(3-iodo-5,6-dimethoxybenzo[b]thiophene-2-carboxamido)propanoate IC=1C2=C(SC1C(=O)NCCC(=O)OC(C)(C)C)C=C(C(=C2)OC)OC